1-(6-Bromo-3-{[4-(4-fluoro-phenyl)-thiazol-2-yl]-methyl-amino}-imidazo[1,2-a]pyridin-2-yl)-2-phenyl-ethane-1,2-diol BrC=1C=CC=2N(C1)C(=C(N2)C(C(O)C2=CC=CC=C2)O)N(C)C=2SC=C(N2)C2=CC=C(C=C2)F